COC(N=S(=O)C)=O methyl{(methyl)oxido-λ6-sulfanylidene}carbamate